CC1=CN=C(S1)C=1C=C(C(=O)N[C@H](C)C=2SC(=NN2)C(F)(F)F)C=C(C1)O[C@H]1COCC1 3-(5-methyl-1,3-thiazol-2-yl)-5-[(3R)-tetrahydro-furan-3-yloxy]-N-{(1R)-1-[5-(trifluoromethyl)-1,3,4-thiadiazol-2-yl]ethyl}benzamide